C(N)(=O)C=1C=C(C=CC1)CN1C2=C(C3=CC=CC(=C13)C(=O)O)CCCC(C2)CC 5-[(3-carbamoylphenyl)methyl]-7-ethyl-5H,6H,7H,8H,9H,10H-cyclohepta[b]indole-4-carboxylic acid